NC1=CC=C(OC2=CC(=C(C=C2)C)NC2=CC=CC=C2)C=C1 4-(4-aminophenoxy)-2-tolylaniline